C1(=CC=CC=C1)CS(=O)(=O)OC1=C(O[C@](C1=O)([2H])C1=CC(=CC=C1)C(F)(F)F)N (R)-2-amino-4-oxo-5-(3-(trifluoromethyl)phenyl)-4,5-dihydrofuran-3-yl-5-d phenylmethanesulfonate